4-(7-Cyclopentylthieno[3,2-b]pyridin-2-yl)-5-fluoro-N-(5-(1-methylpiperidin-4-yl)pyridin-2-yl)pyrimidin-2-amine C1(CCCC1)C1=C2C(=NC=C1)C=C(S2)C2=NC(=NC=C2F)NC2=NC=C(C=C2)C2CCN(CC2)C